Cl.CN1C(N(C2=C1C=C(C=C2)N2CCNCC2)C2C(NC(CC2)=O)=O)=O 3-(3-methyl-2-oxo-5-(piperazin-1-yl)-2,3-dihydro-1H-benzo[d]imidazol-1-yl)piperidine-2,6-dione hydrochloride